N-[(6-Amino-2-pyridyl)sulfonyl]-6-[6-(isopropylamino)-3-pyridyl]-2-(2,2,4-trimethylpyrrolidin-1-yl)pyridin-3-carboxamid NC1=CC=CC(=N1)S(=O)(=O)NC(=O)C=1C(=NC(=CC1)C=1C=NC(=CC1)NC(C)C)N1C(CC(C1)C)(C)C